[N+](=O)([O-])C=1C(=CC2=C(OCO2)C1)C(C)N(C([O-])=O)CCC[Si](OC)(OC)OC.COS(=O)(=O)[O-].C(CCCCCCCCCCCCCCCCC)[N+](C)(CCO)CCCCCCCCCCCCCCCCCC.C(CCCCCCCCCCCCCCCCC)[N+](CCCCCCCCCCCCCCCCCC)(CCO)C Distearyl-hydroxyethyl-methyl-ammonium methyl-sulfate 1-(6-nitrobenzo[d][1,3]dioxol-5-yl)ethyl-(3-(trimethoxysilyl)propyl)carbamate